C(CCCC)C1=CC=C(C=C1)C1=CC=C(C=C1)C(=O)O 4-amyl-biphenyl-4'-carboxylic acid